C(C)OC(=O)N(CCCCCC)C(C(=O)[O-])C ((ethoxy carbonyl)(hexyl)amino)propanoate